2-(8-chloropyridino[2,3-d]pyridazin-5-yl)-5-ethynylphenol ClC=1N=NC(=C2C1N=CC=C2)C2=C(C=C(C=C2)C#C)O